(2-cyano-2-methoxyiminoacetyl)3-ethylurea C(#N)C(C(=O)NC(=O)NCC)=NOC